racemic-linalool C=C[C@@](O)(C)CCC=C(C)C |r|